GLUCOSYL-SPHINGOSINE C1([C@H](O)[C@@H](O)[C@H](O)[C@H](O1)CO)C(O)[C@H](N)[C@H](O)\C=C\CCCCCCCCCCCCC